ClC1=CSC2=C1N=NC=C2NCC=2SC=CC2 7-chloro-N-[(thiophen-2-yl)methyl]thieno[3,2-c]pyridazin-4-amine